C(C1=CC=CC=C1)NCC1=CC=C(C=C1)CC N-benzyl-para-ethylphenylmethylamine